S(C)(=O)(=O)O.C(C)(C)(C)C1=NC(=C(N1)C1=CC=C2C(=N1)N(C(=N2)N)CC(C)(C)C)C2=CC=C(C=C2)F 5-[2-tert-butyl-5-(4-fluorophenyl)-3H-imidazol-4-yl]-3-(2,2-dimethylpropyl)-3H-imidazo[4,5-b]pyridin-2-ylamine mesylate